tert-butyl (2S,3S)-2-(fluoromethyl)-3-((methylsulfonyl)oxy)pyrrolidine-1-carboxylate FC[C@H]1N(CC[C@@H]1OS(=O)(=O)C)C(=O)OC(C)(C)C